BrCCCCCCSC1=C2C(N(C(C2=CC=C1)=O)C1C(NC(CC1)=O)=O)=O 4-(6-bromohexylthio)-2-(2,6-dioxopiperidin-3-yl)isoindoline-1,3-dione